BrC1=CN=C(S1)C1=C(C(=CC(=C1)NCCCC)C1=CC=CC=C1)C(=O)N (5-bromothiazol-2-yl)-5-(butylamino)-[1,1'-biphenyl]-2-carboxamide